2-(difluoromethyl)-5-(4-((4-(thiophen-3-yl)-1H-1,2,3-triazol-1-yl)methyl)phenyl)-1,3,4-oxadiazole FC(C=1OC(=NN1)C1=CC=C(C=C1)CN1N=NC(=C1)C1=CSC=C1)F